(4-(Benzyloxy)-3-hydroxyphenyl)acetic acid C(C1=CC=CC=C1)OC1=C(C=C(C=C1)CC(=O)O)O